N1=C(SC2=NC=CC=C21)N[C@@H]2C[C@H](CC2)NC2=CC=C(C=N2)N2C(NC1=C(C2=O)SC=C1)=O 3-(6-(((1S,3S)-3-(Thiazolo[5,4-b]pyridin-2-ylamino)cyclopentyl)amino)pyridin-3-yl)thieno[3,2-d]pyrimidine-2,4(1H,3H)-dione